COC(=O)N1C2COCC1CC(C2)N2CCC(CC2)N(C(C)=O)CC2(CCC2)C.CC2=C(C(=CC(=C2C=2C=NC=CC2)C)C)B(C2=C(C(=C(C=C2C)C)C=2C=NC=CC2)C)C2=C(C(=C(C=C2C)C)C=2C=NC=CC2)C tris[2,4,6-trimethyl-3-(pyridin-3-yl)phenyl]Borane Methyl-7-(4-(N-((1-methylcyclobutyl)methyl)acetamido)piperidin-1-yl)-3-oxa-9-azabicyclo[3.3.1]nonane-9-carboxylate